ClC1=CC=C2C=NN(C2=C1)C1=CC=C(C=C1)F 6-chloro-1-(4-fluorophenyl)-1H-indazole